OC1=C(C=O)C=C(C=C1)C(=C(C1=CC=CC=C1)C1=CC=CC=C1)C1=CC=CC=C1 2-hydroxy-5-(1,2,2-triphenylvinyl)benzaldehyde